(3-fluoro-4-(trifluoromethyl)benzoyl)-3-methyl-1H-pyrrole-2-carboxylic acid ethyl ester C(C)OC(=O)C=1N(C=CC1C)C(C1=CC(=C(C=C1)C(F)(F)F)F)=O